benzyl ((1r,4r)-4-(((1-(4-(2,6-dioxopiperidin-3-yl)-2-fluorophenyl)piperidin-4-yl)(methyl) amino)methyl)cyclohexyl)carbamate O=C1NC(CCC1C1=CC(=C(C=C1)N1CCC(CC1)N(C)CC1CCC(CC1)NC(OCC1=CC=CC=C1)=O)F)=O